[6-(3-cyclopropyl-1,2,4-triazol-1-yl)-2-azaspiro[3.3]heptan-2-yl]-(3-iodoazetidin-1-yl)methanone C1(CC1)C1=NN(C=N1)C1CC2(CN(C2)C(=O)N2CC(C2)I)C1